(R)-Imino(methyl)(2-(4-((S)-1-(2-methylbenzo[d]thiazol-5-yl)ethyl)piperazin-1-yl)pyrimidin-5-yl)-λ6-sulfanone N=[S@](=O)(C=1C=NC(=NC1)N1CCN(CC1)[C@@H](C)C=1C=CC2=C(N=C(S2)C)C1)C